2-[(2S,5R)-2-(3-amino-1H-Indazol-5-yl)-5-methyl-1-piperidyl]-N-(5,6-dimethyl-3-pyridyl)-2-oxo-acetamide NC1=NNC2=CC=C(C=C12)[C@H]1N(C[C@@H](CC1)C)C(C(=O)NC=1C=NC(=C(C1)C)C)=O